C(C)(C)(C)OC(CCCCCCN1C(=CC=2C1=NC(=CC2)C2=C(C=CC=C2)NC(=O)OC(C)(C)C)C2=NC1=C(N2C)C(=CC(=C1)C(=O)OC)OC)=O methyl 2-(1-(7-(tert-butoxy)-7-oxoheptyl)-6-(2-((tert-butoxycarbonyl)amino)phenyl)-1H-pyrrolo[2,3-b]pyridin-2-yl)-7-methoxy-1-methyl-1H-benzo[d]imidazole-5-carboxylate